methyl 2'-chloro-3-((phenoxycarbonothioyl)amino)-[1,1'-biphenyl]-4-carboxylate ClC1=C(C=CC=C1)C1=CC(=C(C=C1)C(=O)OC)NC(=S)OC1=CC=CC=C1